2-tetrahydropyran-4-ylacetaldehyde O1CCC(CC1)CC=O